F[C@H]1[C@H]([C@H](CN(C1)C1=NC=CC(=N1)NC=1N=CC2=C(C=CC(=C2C1)C(C)C)N1CC(C1)CS(=O)(=O)C)O)OC (3S,4S,5R)-5-fluoro-1-[4-({8-[3-(methanesulfonylmeth-yl)azetidin-1-yl]-5-(propan-2-yl)isoquinolin-3-yl}amino)pyrimidin-2-yl]-4-methoxypiperidin-3-ol